ClC=1C=C(C(=C(C1)NS(=O)(=O)CCC)F)NC=1C(=C2C(N(C=NC2=CC1)C)=O)C N-(5-chloro-3-((3,5-dimethyl-4-oxo-3,4-dihydroquinazolin-6-yl)amino)-2-fluorophenyl)propane-1-sulfonamide